2-(3-methyl-5-(((4-((1-(6-(pyridazin-4-yl)-1H-indazol-4-yl)azetidin-3-yl)oxy)butyl)amino)methyl)phenyl)acetonitrile CC=1C=C(C=C(C1)CNCCCCOC1CN(C1)C1=C2C=NNC2=CC(=C1)C1=CN=NC=C1)CC#N